(R)-N-(3-(1-((2-Amino-5-(1-methyl-1H-pyrazol-4-yl)pyridin-3-yl)oxy)ethyl)phenyl)-2,3-dihydrobenzofuran-5-carboxamid NC1=NC=C(C=C1O[C@H](C)C=1C=C(C=CC1)NC(=O)C=1C=CC2=C(CCO2)C1)C=1C=NN(C1)C